2-methylimidazo[1,2-a]pyridin CC=1N=C2N(C=CC=C2)C1